C1(CC1)NC(C1=CC(=C(C=C1)C)C=1C=NN(C1)C1=CN=C(S1)NC(C)=O)=O N-cyclopropyl-3-[1-(2-acetamido-1,3-thiazol-5-yl)-1H-pyrazol-4-yl]-4-methylbenzamide